N-[(6-Amino-2-pyridyl)sulfonyl]-5-(3-tert-butylphenyl)-2-(2,2,4-trimethylpyrrolidin-1-yl)pyridin-3-carboxamid NC1=CC=CC(=N1)S(=O)(=O)NC(=O)C=1C(=NC=C(C1)C1=CC(=CC=C1)C(C)(C)C)N1C(CC(C1)C)(C)C